ClC=1C(=C(C=CC1)NC(=S)C1=C(C[C@H](NC1=O)C)NCC1=C(C=NC=C1)OCC1OCCCC1(F)F)OC (2R)-N-(3-chloro-2-methoxyphenyl)-4-({3-[(3,3-difluorotetrahydropyran-2-yl)methoxy]-4-pyridyl}methylamino)-2-methyl-6-oxo-2,3-dihydro-1H-pyridine-5-carbothioamide